((4-cyano-7-(4-(trifluoromethoxy)phenyl)-2,3-dihydrobenzofuran-5-yl)amino)methacrylic acid C(#N)C1=C(C=C(C2=C1CCO2)C2=CC=C(C=C2)OC(F)(F)F)NC=C(C(=O)O)C